1-pentyn-3-one C#CC(CC)=O